NCC1=CC=CC(=N1)N1CC(CC1)N(C)C 1-[6-(aminomethyl)pyridin-2-yl]-N,N-dimethylpyrrolidin-3-amine